FC(C1=CC=C(CCOC=2C=C3C(=CNC3=CC2)NC(C2=NC=CC=C2)=O)C=C1)(F)F N-(5-(4-(trifluoromethyl)phenethoxy)-1H-indol-3-yl)picolinamide